N[C@@H](CCC(=O)O)C(=O)O.C(\C=C\C(=O)O)(=O)O fumaric acid, glutamate salt